C(C)(C)(C)OC(=O)C=1C(=C(C=CC1)CC(NC(CC1CCC(CC1)N(CSC)C(=O)OC(C)(C)C)=O)B(O)O)OC [2-(3-tert-butoxycarbonyl-2-methoxy-phenyl)-1-[[2-[4-[tert-butoxycarbonyl(methylsulfanylmethyl)amino]cyclohexyl]acetyl]amino]ethyl]boronic acid